[Mg+2].[F-].[Ca+2].[F-].[F-].[F-] calcium fluoride, magnesium salt